(3-Aminobicyclo[1.1.1]pentan-1-yl)carbamate NC12CC(C1)(C2)NC([O-])=O